O1CCN(CC1)C1=CC=C(C=C1)NC(C1=CC=CC=C1)=O N-(4-morpholinophenyl)benzamide